NC(C([C@H](C[C@H]1C(NCC1)=O)NC(=O)[C@@H]1[C@H]2C([C@H]2CN1C([C@H](C(C)(C)C)NC(=O)NC(C)(C)C)=O)(C)C)=O)=O (1R,2S,5S)-N-((S)-4-amino-3,4-dioxo-1-((S)-2-oxopyrrolidin-3-yl)butan-2-yl)-3-((S)-2-(3-(tert-butyl)ureido)-3,3-dimethylbutanoyl)-6,6-dimethyl-3-azabicyclo[3.1.0]hexane-2-carboxamide